(1-((2-(trimethylsilyl)ethoxy)methyl)-2H-tetrazol-5-yl)methanol C[Si](CCOCN1NNN=C1CO)(C)C